Cl.COC(NC1=NC=C(C(=C1)C(F)(F)F)C1=NN2C(C(=N1)N1CCOCC1)=CC(=C2)CN2CCNCC2)=O (5-(4-morpholino-6-(piperazin-1-ylmethyl)pyrrolo[2,1-f][1,2,4]triazin-2-yl)-4-(trifluoromethyl)pyridin-2-yl)carbamic acid methyl ester hydrochloride